Cl.O1C=CC2=C1C=CC(=C2)C(C(CC)NC)=O 1-(benzofuran-5-yl)-2-(methylamino)butan-1-one hydrochloride